COS(=O)(=O)[O-].C(CCCCCCC\C=C/CCCCCCCC)(=O)[N+](CCO)(CC)C(CCCCCCC\C=C/CCCCCCCC)=O dioleoyl-ethyl-hydroxyethyl-ammonium methyl-sulfate